7-methoxy-6-(3-morpholinopropoxy)quinazoline COC1=C(C=C2C=NC=NC2=C1)OCCCN1CCOCC1